TetraacetoxyDiboroxane C(C)(=O)OB(OB(OC(C)=O)OC(C)=O)OC(C)=O